(S)-3-(3-(4-((14-azido-3,6,9,12-tetraoxatetradecyl)oxy)-3,5-dimethyl-1H-pyrazol-1-yl)phenyl)-3-(2-(4-((4-methylpyridin-2-yl)amino)butanamido)acetamido)propanoic acid N(=[N+]=[N-])CCOCCOCCOCCOCCOC=1C(=NN(C1C)C=1C=C(C=CC1)[C@H](CC(=O)O)NC(CNC(CCCNC1=NC=CC(=C1)C)=O)=O)C